2-(6-(4-(3H-imidazo[4,5-b]pyridin-7-yl)-1H-pyrazol-1-yl)pyridin-3-yl)-1,1,1-trifluoro-4-morpholinobutan-2-ol N1=CNC2=NC=CC(=C21)C=2C=NN(C2)C2=CC=C(C=N2)C(C(F)(F)F)(CCN2CCOCC2)O